2-(2-((7-chloro-2-(2,2,2-trifluoroacetyl)-1,2,3,4-tetrahydroisoquinolin-6-yl)amino)-5-(trifluoromethyl)pyrimidin-4-yl)-5-methylthieno[3,2-c]pyridin-4(5H)-one ClC1=C(C=C2CCN(CC2=C1)C(C(F)(F)F)=O)NC1=NC=C(C(=N1)C1=CC=2C(N(C=CC2S1)C)=O)C(F)(F)F